C1=CC=CC=2N(CC3=C(C=CC21)C=CC=C3)C(CCCCNC(C(F)(F)F)=O)=O 5-(dibenzo[b,f]azocin-5(6H)-yl)-5-oxopentyl-trifluoroacetamide